5-(4-cyclopropyl-1H-imidazol-1-yl)-2-fluoro-4-methyl-N-(6-(5-(trifluoromethyl)-6,7-dihydro-5H-pyrrolo[2,1-c][1,2,4]triazol-3-yl)pyridin-2-yl)benzamide C1(CC1)C=1N=CN(C1)C=1C(=CC(=C(C(=O)NC2=NC(=CC=C2)C=2N3C(=NN2)CCC3C(F)(F)F)C1)F)C